COCOCCCC(CC(C)Br)C 6-bromo-4-methylheptyl methoxymethyl ether